C(C1=CC=CC=C1)OC(=O)N1C2CN(CC1CC2)C=2C1=C(N=C(N2)Cl)C=NCC1 4-(8-((Benzyloxy)carbonyl)-3,8-diazabicyclo[3.2.1]octane-3-yl)-2-chloro-5,6-dihydropyrido[3,4-d]pyrimidine